C1(CC1)C(=O)N1CCN(CC1)C1=C2C=NN(C2=CC(=C1)S(=O)(=O)N)C=1SC(=NN1)C(F)F 4-(4-cyclopropanecarbonylpiperazin-1-yl)-1-[5-(difluoromethyl)-1,3,4-thiadiazol-2-yl]indazole-6-sulfonamide